5-[2-(Dimethylamino)ethylamino]-6-(1-methylbenzimidazol-4-yl)-3-(4-morpholinoanilino)pyrazin-2-carboxamid CN(CCNC=1N=C(C(=NC1C1=CC=CC=2N(C=NC21)C)C(=O)N)NC2=CC=C(C=C2)N2CCOCC2)C